bis(4-fluorobenzoyl)-1,6-hexanediamine FC1=CC=C(C(=O)C(CCCCCN)(N)C(C2=CC=C(C=C2)F)=O)C=C1